4-(8-(3,4-difluorophenyl)-3,8-diazabicyclo[3.2.1]octane-3-carbonyl)quinolin-2(1H)-one FC=1C=C(C=CC1F)N1C2CN(CC1CC2)C(=O)C2=CC(NC1=CC=CC=C21)=O